N-(3-(6-amino-5-(2-(N-methylacrylamido)ethoxy)pyrimidin-4-yl)-5-fluoro-2-methylphenyl)-7-fluoro-3H-spiro[benzofuran-2,1'-cyclopropane]-6-carboxamide NC1=C(C(=NC=N1)C=1C(=C(C=C(C1)F)NC(=O)C1=C(C2=C(CC3(CC3)O2)C=C1)F)C)OCCN(C(C=C)=O)C